(S)-N-(3,4-difluorophenyl)-3-(hydroxymethyl)-6-methyl-6,7-dihydro-[1,2,3]triazolo[1,5-a]pyrazine-5(4H)-formamide FC=1C=C(C=CC1F)NC(=O)N1CC=2N(C[C@@H]1C)N=NC2CO